2-(azetidin-1-yl)-N-{2-methyl-4-[(6-{8-methyl-1H,2H,3H-pyrido[2,3-b][1,4]oxazin-7-yl}-5,6,7,8-tetrahydro-2,6-naphthyridin-3-yl)amino]phenyl}acetamide N1(CCC1)CC(=O)NC1=C(C=C(C=C1)NC=1N=CC=2CCN(CC2C1)C1=C(C2=C(OCCN2)N=C1)C)C